ClC=1C=C(C=C2C=NNC12)NC1=NC=CC=C1N N2-(7-Chloro-1H-indazol-5-yl)pyridine-2,3-diamine